ClC=1C(=CC2=C(N=C(N=C2N[C@H](C)C2=C(C(=CC=C2)C(F)F)F)C)N1)C1(CC1)C#N (R)-1-(7-chloro-4-((1-(3-(difluoromethyl)-2-fluorophenyl)ethyl)amino)-2-methylpyrido[2,3-d]pyrimidin-6-yl)cyclopropanecarbonitrile